4-[(E)-(3-hydroxypropylhydrazono)methyl]-2-methoxy-phenol OCCCN\N=C\C1=CC(=C(C=C1)O)OC